tert-butyl 6-chloro-1-(4-(trifluoromethoxy) phenylcarbamoyl)-1,2,3,4-tetrahydroquinolin-3-ylcarbamate ClC=1C=C2CC(CN(C2=CC1)C(NC1=CC=C(C=C1)OC(F)(F)F)=O)NC(OC(C)(C)C)=O